gold iridium [Ir].[Au]